N-((5-(tert-butyl)-8-hydroxyquinolin-7-yl)(3-(3-(1-(2-(2,6-dioxopiperidin-3-yl)-1,3-dioxoisoindolin-4-yl)piperidin-4-yl)azetidine-1-carbonyl)phenyl)methyl)butyramide C(C)(C)(C)C1=C2C=CC=NC2=C(C(=C1)C(NC(CCC)=O)C1=CC(=CC=C1)C(=O)N1CC(C1)C1CCN(CC1)C1=C2C(N(C(C2=CC=C1)=O)C1C(NC(CC1)=O)=O)=O)O